ClC1=CC=C(C=C1)C(N1[C@@H](CN(CC1)C1=C(C(N(C=2C=CC(=NC12)C#N)C)=O)C#N)C)C1=CC=CC=C1 8-[(3R)-4-[(4-Chlorophenyl)(phenyl)methyl]-3-methylpiperazin-1-yl]-5-methyl-6-oxo-5,6-dihydro-1,5-naphthyridin-2,7-dicarbonitril